(3-bromo-5-(((S)-3-methylpiperidin-1-yl)methyl)phenyl)(cyclopropyl)methanol BrC=1C=C(C=C(C1)CN1C[C@H](CCC1)C)C(O)C1CC1